P(=O)(OCC1=CC=CC=C1)(OCC1=CC=CC=C1)[O-].[Ag+] Silver (1+) Dibenzyl Phosphate